ClC1=CC=C(CNC2=CC=CC=C2)C=C1 (E)-N-(4-chlorobenzyl)aniline